2-Amino-7-fluoro-4-(5-fluoro-3-(3-hydroxy-4-(4-methylpiperazin-1-yl)pyrrolidin-1-yl)-7,9-dihydrofuro[3,4-f]quinazolin-6-yl)thieno[3,2-c]pyridine-3-carbonitrile NC1=C(C=2C(=NC=C(C2S1)F)C=1C2=C(C=3C=NC(=NC3C1F)N1CC(C(C1)N1CCN(CC1)C)O)COC2)C#N